(S)-N-(2-formyl-4,5-dimethoxy-3-(2-methoxy-1-naphthyl)phenyl)pivaloamide C(=O)C1=C(C=C(C(=C1C1=C(C=CC2=CC=CC=C12)OC)OC)OC)NC(C(C)(C)C)=O